C(C)(C)(C)OC(=O)N(CCOCCN1N=CC=C1)C 2-[2-[2-[tert-butoxycarbonyl-(methyl)amino]ethoxy]ethyl]pyrazol